BrC=1C=C(C=CC1)[C@@H](C)NC1=NC(=NC2=CC(=C(C=C12)OC)OCCCCCCC(=O)N1CCC(CC1)C=1C=C2CN(C(C2=CC1F)=O)C1C(NC(CC1)=O)=O)C 3-(5-(1-(7-((4-(((R)-1-(3-Bromophenyl)ethyl)amino)-6-methoxy-2-methyl-quinazolin-7-yl)oxy)heptanoyl)piperidin-4-yl)-6-fluoro-1-oxoisoindolin-2-yl)piperidine-2,6-dione